rac-tert-butyl ((1S,2S,3R)-3-aminocyclohexyl-2-d)carbamate N[C@H]1[C@@H]([C@H](CCC1)NC(OC(C)(C)C)=O)[2H] |r|